C(C)(=O)ON=C(C(=O)C1=CC=C(C=C1)SC1=C(C=CC=C1)OCCO)C 1-{4-(2-hydroxyethoxyphenylthio)phenyl}-1,2-propanedione-2-(O-acetyloxime)